CC1=CC(=NC=C1OC1=CC(=C2C(=N1)N(C=N2)C)NC=2N=NC(=CC2)C(=O)N2CCN(CC2)C)C#N 4-methyl-5-[3-methyl-7-[[6-(4-methylpiperazine-1-carbonyl)pyridazin-3-yl]amino]imidazo[4,5-b]pyridin-5-yl]oxypyridine-2-carbonitrile